CC1(C2C(C(CC1O)C2)(C)C)O 2,6,6-trimethyl-bicyclo(3.1.1)heptane-2,3-diol